O1C(=CC=C1)CCCN 3-(furan-2-yl)propan-1-amine